(1,3-dimethyl-1H-pyrazol-4-yl)pyrazolo[1,5-a]pyridine CN1N=C(C(=C1)C1=NN2C(C=CC=C2)=C1)C